methyl 4-(3-(2-isopropylphenyl)-3-((2-methoxy-6-methylpyridin-3-yl) carbamoyl) azetidin-1-yl)-4-oxobutanoate C(C)(C)C1=C(C=CC=C1)C1(CN(C1)C(CCC(=O)OC)=O)C(NC=1C(=NC(=CC1)C)OC)=O